CN1CCN(CC1)CCCN 3-(4-methylpiperazin-1-yl)propan-1-amine